O1C(=CC=C1)CNC=1C2=C(N=C(N1)C1=NC=CC=C1)SC=C2C2=CC=CC=C2 Furan-2-ylmethyl-(5-phenyl-2-pyridin-2-yl-thieno[2,3-d]pyrimidin-4-yl)-amine